2-aminoadenosine NC=1N=C(C=2N=CN([C@H]3[C@H](O)[C@H](O)[C@@H](CO)O3)C2N1)N